FC(C(=O)O)(F)F.N1CC(C1)CNC(=O)C1CCN(CC1)C(C1=C(C=C(C=C1)NC(=O)C=1N(C(=CN1)C1=C(C(=C(C=C1)OC(F)F)F)F)C)Cl)=O N-(Azetidin-3-ylmethyl)-1-[2-chloro-4-[[5-[4-(difluoromethoxy)-2,3-difluoro-phenyl]-1-methyl-imidazole-2-carbonyl]amino]benzoyl]piperidine-4-carboxamide trifluoroacetate